C(\C=C\C(=O)O)(=O)O.CNC N-methyl-methylamine monofumarate